O1CCC(CC1)CN1C(C=CC2=C1N=CN=C2)=O 8-((tetrahydro-2H-pyran-4-yl)methyl)pyrido[2,3-d]pyrimidin-7(8H)-one